C(C)(C)(C)OC(=O)N([C@@H](CCC(=O)OC(CCCCCCCCC=C)CCCCCCCCCCCCCC)C(=O)OC(CCCCCCCCC=C)CCCCCCCCCCCCCC)C di(pentacos-1-en-11-yl) N-(tert-butoxycarbonyl)-N-methyl-L-glutamate